CC1=C(C(=O)NCC2CNCCC2)C=CC(=C1)C=1C=NC=C(C1)C1=CC=NC=C1 methyl-N-(3-piperidylmethyl)-4-[5-(4-pyridyl)-3-pyridyl]benzamide